CN1N=CC(=C1)C1=CN2C(S1)=C(C=N2)C(=O)NC=2C(=NC=C(C2)C(NC[C@@H]2NCCC2)=O)C (R)-2-(1-methyl-1H-pyrazol-4-yl)-N-(2-methyl-5-((pyrrolidin-2-ylmethyl)carbamoyl)pyridin-3-yl)pyrazolo[5,1-b]thiazole-7-carboxamide